3,5-bis(4-pyridyl)pyridine N1=CC=C(C=C1)C=1C=NC=C(C1)C1=CC=NC=C1